bis(2-Methyl-8-quinolinolate) (4-phenylphenolate) aluminum [Al+3].C1(=CC=CC=C1)C1=CC=C(C=C1)[O-].CC1=NC2=C(C=CC=C2C=C1)[O-].CC1=NC2=C(C=CC=C2C=C1)[O-]